O=C1CCN2C=C(C=C12)C1=CC(=C2C=CC=NC2=C1)OC[C@@H]1CN(CCO1)C(=O)OC(C)(C)C tert-butyl (2S)-2-({[7-(1-oxo-2,3-dihydro-1H-pyrrolizin-6-yl)quinolin-5-yl]oxy}methyl)morpholine-4-carboxylate